FC=1C=C2C(N(C=NC2=CC1C1=NC=C(C=C1)C(F)(F)F)CCC[C@H](C)NC=1C=NNC(C1C(F)(F)F)=O)=O (S)-6-fluoro-3-(4-((6-oxo-5-(trifluoromethyl)-1,6-dihydropyridazin-4-yl)amino)pentyl)-7-(5-(trifluoromethyl)pyridin-2-yl)quinazolin-4(3H)-one